N-(1-((1R,2S)-2-fluorocyclopropyl)-2-oxo-1,2-dihydropyridin-3-yl)-7-isopropoxy-2-((1S,4R)-1-methyl-2-oxabicyclo[2.2.1]heptan-4-yl)imidazo[1,2-a]pyridine-6-carboxamide F[C@@H]1[C@@H](C1)N1C(C(=CC=C1)NC(=O)C=1C(=CC=2N(C1)C=C(N2)[C@@]21CO[C@@](CC2)(C1)C)OC(C)C)=O